COC=1C=C(C(=O)N)C=C(C1C([2H])([2H])[2H])OC 3,5-dimethoxy-4-(trideuteromethyl)benzamide